carbonic acid, Cyanate C(=O)(OC#N)OC#N